tert-butyl (R)-(2-(3-((3-carbamoyl-6-(dimethylamino)-5-ethylpyrazin-2-yl)amino)-5-fluorophenoxy) propyl)carbamate C(N)(=O)C=1C(=NC(=C(N1)CC)N(C)C)NC=1C=C(O[C@@H](CNC(OC(C)(C)C)=O)C)C=C(C1)F